(R)-7-bromo-3-(hydroxymethyl)-3,4-dihydropyrrolo[1,2-a]pyrazin-1(2H)-one BrC=1C=C2N(C[C@@H](NC2=O)CO)C1